3-(3-methoxy-3-oxopropionamido)tetrahydrofuran-3-carboxylic acid methyl ester COC(=O)C1(COCC1)NC(CC(=O)OC)=O